(R)-1-(4-benzyl-6,8-difluoro-2-methyl-3-oxo-3,4-dihydro-2H-benzo[b][1,4]oxazin-7-yl)-3-(tert-butyl)urea C(C1=CC=CC=C1)N1C2=C(O[C@@H](C1=O)C)C(=C(C(=C2)F)NC(=O)NC(C)(C)C)F